5-oxo-1,2,3,5-tetrahydroindolizine-3-carboxylic acid O=C1N2C(CCC2=CC=C1)C(=O)O